11-(3-trimethoxysilylpropylcarbamoyloxy)undecyl 2-methylprop-2-enoate CC(C(=O)OCCCCCCCCCCCOC(NCCC[Si](OC)(OC)OC)=O)=C